Methyl β-D-fructofuranoside OC[C@]1(OC)[C@@H](O)[C@H](O)[C@H](O1)CO